C(CC)OC(C(C)C1=CC=C(C=C1)CC1CCCC1)=O 2-(4-(cyclopentylmethyl)phenyl)propionic acid propyl ester